FC=1C=NC(=NC1)N1CC(C1)C(C(=O)O)(C)C 2-[1-(5-fluoropyrimidin-2-yl)azetidin-3-yl]-2-methyl-propionic acid